ClC=1C=C(N)C=C(C1C)Cl 3,5-dichloro-4-methylaniline